tert-butyl 1-amino-3-azabicyclo[3.2.1]octane-3-carboxylate NC12CN(CC(CC1)C2)C(=O)OC(C)(C)C